(3S,4R)-4-[7-(2-hydroxy-4,6-dimethyl-phenyl)-1,8-naphthyridin-2-yl]tetrahydrofuran-3-ol OC1=C(C(=CC(=C1)C)C)C1=CC=C2C=CC(=NC2=N1)[C@H]1[C@@H](COC1)O